N[C@H]1C[C@H](CCC1)N(C1=C2CN(C(C2=CC=C1)=O)C1C(NC(CC1)=O)=O)CCCCC 3-(4-(((1S,3R)-3-aminocyclohexyl)(pentyl)amino)-1-oxoisoindolin-2-yl)piperidine-2,6-dione